CN1C(C=2C(C(=C1)C=O)=CN(C2)COCC[Si](C)(C)C)=O 5-methyl-4-oxo-2-((2-(trimethylsilyl)ethoxy)methyl)-4,5-dihydro-2H-pyrrolo[3,4-c]pyridin-7-carbaldehyde